N-{3-[2'-(3,3-dimethyl-1-butynyl)-6-oxo-1,6-dihydro-[4,5'-bipyrimidin]-2-yl]-4-(trifluoromethyl)benzyl}isobutyramide CC(C#CC1=NC=C(C=N1)C=1N=C(NC(C1)=O)C=1C=C(CNC(C(C)C)=O)C=CC1C(F)(F)F)(C)C